4-(3-(3-chloro-5-(2-hydroxypropan-2-yl)phenylsulfonyl)ureido)-3,5-diisopropylbenzamide ClC=1C=C(C=C(C1)C(C)(C)O)S(=O)(=O)NC(NC1=C(C=C(C(=O)N)C=C1C(C)C)C(C)C)=O